3-(5-{[(5-Chlorothiophen-2-yl)methyl]amino}-1-(2,2-dimethylpropanoyl)-1H-pyrazol-3-yl)-3-methylpiperidin-2-on ClC1=CC=C(S1)CNC1=CC(=NN1C(C(C)(C)C)=O)C1(C(NCCC1)=O)C